tert-Butyl (4-bromo-5-methoxy-2-oxopyridin-1(2H)-yl)acetate BrC1=CC(N(C=C1OC)CC(=O)OC(C)(C)C)=O